(S)-3-(1-naphthoxy)-3-(2-thienyl)propanal C1(=CC=CC2=CC=CC=C12)O[C@@H](CC=O)C=1SC=CC1